NC=1C2=C(N=CN1)C(=NN2C2=CC=C(C(=O)NC1=NC=CC(=C1)C(F)(F)F)C=C2)C2CCN(CC2)C(CO)=O 4-(7-amino-3-(1-(2-hydroxyacetyl)piperidin-4-yl)-1H-pyrazolo[4,3-d]pyrimidin-1-yl)-N-(4-(trifluoromethyl)pyridin-2-yl)benzamide